C(C)OC(C(\C=C\C(C)(C)C)NCC1=CC=C(C=C1)OC)=O Ethyl-(E)-2-{[(p-methoxyphenyl)methyl]amino}-5,5-dimethyl-3-hexenoat